BrC1=CC=2N=C(N=C(C2N=C1)NC=1C(=C(C=CC1)C1=C(C(=CC=C1)C1=CC=C(C(=N1)OC)CN1CC(CC1)O)Cl)C)C(F)F (6-(3'-((7-bromo-2-(difluoromethyl)pyrido[3,2-d]pyrimidin-4-yl)amino)-2-chloro-2'-methyl-[1,1'-biphenyl]-3-yl)-2-methoxypyridin-3-yl-methyl)pyrrolidin-3-ol